4-{1-[(1R)-1-(4-Chlorophenyl)-2-[(5-chloropyridin-2-yl)methyl]-7-fluoro-1-(2-hydroxyethoxy)-3-oxo-2,3-dihydro-1H-isoindol-5-yl]-1-hydroxyethyl}-1λ6-thian-1,1-dion ClC1=CC=C(C=C1)[C@@]1(N(C(C2=CC(=CC(=C12)F)C(C)(O)C1CCS(CC1)(=O)=O)=O)CC1=NC=C(C=C1)Cl)OCCO